N-(5-((1r,3r)-3-(((4-isopropylpyridazin-3-yl)oxy)methyl)cyclobutyl)-1H-pyrazol-3-yl)thiazolo[5,4-c]pyridin-4-amine C(C)(C)C1=C(N=NC=C1)OCC1CC(C1)C1=CC(=NN1)NC1=NC=CC2=C1SC=N2